3-hydroxy-2-carboxynaphthalene sodium salt [Na+].OC=1C(=CC2=CC=CC=C2C1)C(=O)[O-]